Methyl 2-(2-ethoxy-2-oxoethoxy)-4-chlorobenzoate C(C)OC(COC1=C(C(=O)OC)C=CC(=C1)Cl)=O